(2S,5R)-5-methyl-2-[4-(1H-pyrazol-4-yl)phenyl]piperidine C[C@@H]1CC[C@H](NC1)C1=CC=C(C=C1)C=1C=NNC1